rac-3-(2-methylpyrrolidin-2-yl)-5-(piperidin-1-ylmethyl)-5,6-dihydro-1,4,2-dioxazine CC1(NCCC1)C1=NOCC(O1)CN1CCCCC1